N-(6-(2-((1-methyl-1H-pyrazol-4-yl)amino)pyrimidin-4-yl)-1,2,3,4-tetrahydronaphthalen-1-yl)-6,7-dihydro-4H-thieno[3,2-c]Pyran-2-carboxamide CN1N=CC(=C1)NC1=NC=CC(=N1)C=1C=C2CCCC(C2=CC1)NC(=O)C1=CC=2COCCC2S1